C(C)C=1C(=C(C=CC1OCCCO)C=1C(CC(NN1)=O)C)F 6-[3-Ethyl-2-fluoro-4-(3-hydroxypropoxy)phenyl]-5-methyl-4,5-dihydro-2H-pyridazin-3-one